CC(C(=O)OC1=CC(=CC(=C1)\C=C\C(CCC=C(C)C)C)O)(CCOC)N1C(C=C(C(=C1)OC)C1=C(C=CC(=C1)Cl)N1N=NC(=C1)Cl)=O (E)-5-(3,7-Dimethylocta-1,6-dienyl)benzene-1,3-diol Methyl-2-(4-(5-chloro-2-(4-chloro-1H-1,2,3-triazol-1-yl)phenyl)-5-methoxy-2-oxopyridin-1(2H)-yl)-4-methoxybutyrate